pyridineamide N1=C(C=CC=C1)C(=O)N